4-(imidazo[1,2-a]pyrazin-3-yl)-1-oxoisoindoline-2-carboxylic acid tert-butyl ester C(C)(C)(C)OC(=O)N1C(C2=CC=CC(=C2C1)C1=CN=C2N1C=CN=C2)=O